4-(5-methoxy-2-methylphenyl)-8-(methylthio)-[1,2,4]triazolo[1',5':1,6]pyrido[2,3-d]pyrimidine COC=1C=CC(=C(C1)C1=CC=2C(=NC(=NC2)SC)N2C1=NC=N2)C